FC=1C=C2C(=NC1)NN=C2C(=N)N 5-fluoro-1H-pyrazolo[3,4-b]pyridine-3-carboxamidine